methyl 1-amino-3-(trifluoromethyl)cyclohexanecarboxylate hydrochloride Cl.NC1(CC(CCC1)C(F)(F)F)C(=O)OC